CN1N=C2C(C=3C(=NC=NC3)N2)=C1 2-methyl-2,8-dihydropyrazolo[4',3':4,5]pyrrolo[2,3-d]pyrimidine